C(C1=CC=CC=C1)N1CCC(CC1)N1N=CC(=C1F)C=1C(=C2CC[C@@H](N(C2=CC1)C(=O)OC)C)OC1CCC1 methyl (S)-6-(1-(1-benzylpiperidin-4-yl)-5-fluoro-1H-pyrazol-4-yl)-5-cyclobutoxy-2-methyl-3,4-dihydroquinoline-1(2H)-carboxylate